ClC=1C=C2C(=NC=NC2=C(C1C1=C(C=CC=C1F)O)F)N1CCNCC1 2-(6-chloro-8-fluoro-4-(piperazin-1-yl)quinazolin-7-yl)-3-fluorophenol